2-(3-chloro-4-fluorophenyl)-isothiazol ClC=1C=C(C=CC1F)N1SC=CC1